FC1=C(C=CC(=C1F)S(=O)C1CCN(CC1)C(CCC1=C(C=C(C=C1)C(F)(F)F)CN1N=C(N=N1)C)=O)S(=O)(=O)N 2,3-difluoro-4-[1-[3-[2-[(5-methyltetrazol-2-yl)methyl]-4-(trifluoromethyl)phenyl]propanoyl]-piperidin-4-yl]sulfinylbenzenesulfonamide